CO[Si](OC)OC Trimethoxysilicon